3-Chlorobenzyl ((S)-1-(((S)-5-((2-chlorophenethyl)(methyl)amino)-1,5-dioxopentan-2-yl)amino)-3-cyclohexyl-1-oxopropan-2-yl)carbamate ClC1=C(CCN(C(CC[C@@H](C=O)NC([C@H](CC2CCCCC2)NC(OCC2=CC(=CC=C2)Cl)=O)=O)=O)C)C=CC=C1